COC1=C(C(=O)NC2=CC=C3C(=NN(C3=C2)CCC2CCN(CC2)C)C)C=CC(=C1)C1=CC=NC=C1 2-methoxy-N-(3-methyl-1-(2-(1-methylpiperidin-4-yl)ethyl)-1H-indazol-6-yl)-4-(pyridin-4-yl)benzamide